CC=1C=C(C=CC1)S(=O)(=O)NC1=CC=CC=C1 3-methyl-N-phenylbenzenesulfonamide